butyl 2-chloro-6-[3-[2-[1-(trifluoromethyl)cyclopropyl]ethoxy]pyrazol-1-yl]pyridine-3-carboxylate ClC1=NC(=CC=C1C(=O)OCCCC)N1N=C(C=C1)OCCC1(CC1)C(F)(F)F